methyl-(oxan-4-ylmethyl)amine CNCC1CCOCC1